ClC1=C(N=C2N(C1=O)C=C(N=C2C2=CC(=C(C=C2)F)F)[C@H]2C[C@H](OCC2)C=2C=NN(C2)C)C 3-chloro-9-(3,4-difluorophenyl)-2-methyl-7-((2S,4R)-2-(1-methyl-1H-pyrazol-4-yl)tetrahydro-2H-pyran-4-yl)-4H-pyrazino[1,2-a]pyrimidin-4-one